CC1(NCC=C(C1)CN1CCOCC1)C 4-((2,2-dimethyl-1,2,3,6-tetrahydropyridin-4-yl)methyl)morpholine